C(C1=CC=CC=C1)C(CNC1=C(C=C(C=C1)Cl)N1N=CC=C1)(CC)C 2-benzyl-N-(4-chloro-2-(1H-pyrazol-1-yl)phenyl)-2-methylbutylamine